FC=1C=C(C=CC1F)C1=NN(C(=C1)CO)C=1SC=C(N1)C(=O)O 2-(3-(3,4-difluorophenyl)-5-(hydroxymethyl)-1H-pyrazol-1-yl)thiazole-4-carboxylic acid